DL-glutamic acid N[C@@H](CCC(=O)O)C(=O)O |r|